isopropylidenediphenyl bisphosphite P(OC1=C(C=CC=C1)C(C)(C)C1=C(C=CC=C1)OP([O-])[O-])([O-])[O-]